(S)-2-((5-(1-methyl-1H-pyrazol-4-yl)-1H-[1,2,3]triazolo[4,5-b]pyrazin-1-yl)methyl)-4-(5-(3-(piperazin-1-ylmethyl)azetidin-1-yl)pyrimidin-2-yl)morpholine CN1N=CC(=C1)C=1N=C2C(=NC1)N(N=N2)C[C@@H]2CN(CCO2)C2=NC=C(C=N2)N2CC(C2)CN2CCNCC2